IC1=C(C=CC=C1)C=1NCCC1 2-(2-iodophenyl)-4,5-dihydroAzole